FC1=C(CN2N=C(N=C2)C(=O)N[C@@H]2C(N(C=3N(CC2)N=C(C3)C)C)=O)C=CC(=C1)F (S)-1-(2,4-difluorobenzyl)-N-(2,4-dimethyl-5-oxo-5,6,7,8-tetrahydro-4H-pyrazolo[1,5-a][1,3]diazepin-6-yl)-1H-1,2,4-triazole-3-carboxamide